C(C)(C)(C)OC(=O)N[C@H](C(=O)OC(C)(C)C)CC=1SC=C(N1)C(N)=S tert-butyl (S)-2-((tert-butoxycarbonyl)amino)-3-(4-carbamothioylthiazol-2-yl)propanoate